FC1=CC=C(C=C1)N1CCN(CC1)C1=CC=C(C=C1)NC(C1=CC=C(C=C1)OC)=O N-[4-[4-(4-Fluorophenyl)piperazin-1-yl]phenyl]-4-methoxybenzamid